CC1=C(C=CC=C1O)C1=CC=CC=C1 6-methyl-5-phenylphenol